NC1CC(C1)N1C=C(C(C2=CC(=C(C=C12)N1[C@H](CCC1)COC1=NC=CC=C1Cl)Cl)=O)C(=O)O (R)-1-(3-aminocyclobutyl)-6-chloro-7-(2-(((3-chloropyridin-2-yl)oxy)methyl)pyrrolidin-1-yl)-4-oxo-1,4-dihydroquinoline-3-carboxylic acid